Dibutyl [[bis[(2-ethylhexyl)oxy]phosphinothioyl]thio]succinate C(C)C(COP(=S)(SC(C(=O)OCCCC)CC(=O)OCCCC)OCC(CCCC)CC)CCCC